4-chloro-2-(2,4-dimethoxypyrimidin-5-yl)pyrazolo[4,3-c]pyridine ClC1=NC=CC=2C1=CN(N2)C=2C(=NC(=NC2)OC)OC